4-Fluorobenzyl ((S)-4-methyl-1-oxo-1-(((S)-1-oxo-3-((S)-2-oxopyrrolidin-3-yl)propan-2-yl)amino)pentan-2-yl)carbamate CC(C[C@@H](C(N[C@H](C=O)C[C@H]1C(NCC1)=O)=O)NC(OCC1=CC=C(C=C1)F)=O)C